BrC=1C=C2C(OCCN2C(=O)OC(C)(C)C)=[N+](C1)[O-] 7-bromo-1-(tert-butoxycarbonyl)-2,3-dihydro-1H-pyrido[2,3-b][1,4]oxazine 5-oxide